2-(2,6-dioxopiperidin-3-yl)-1-oxo-7-(trifluoromethyl)isoindoline-4-carboxamide O=C1NC(CCC1N1C(C=2C(=CC=C(C2C1)C(=O)N)C(F)(F)F)=O)=O